cyclohex-1-ene-1,2-dicarboxylic anhydride C12=C(CCCC1)C(=O)OC2=O